[C@H]12CC(C[C@H](CC1)N2)CC=2C=CC1=C(C(=NO1)N1C(NC(CC1)=O)=O)C2 1-(5-(((1R,5S)-8-azabicyclo[3.2.1]octan-3-yl)methyl)benzo[d]isoxazol-3-yl)dihydropyrimidine-2,4(1H,3H)-dione